rel-(R)-2-((1-(2-(3-amino-1-methyl-1H-indazol-5-yl)-7-methyl-4-oxo-4H-pyrido[1,2-a]pyrimidin-9-yl)ethyl)amino)benzoic acid NC1=NN(C2=CC=C(C=C12)C=1N=C2N(C(C1)=O)C=C(C=C2[C@@H](C)NC2=C(C(=O)O)C=CC=C2)C)C |o1:21|